2-chloro-9-(3-fluoro-4-(1-methyl-4-(trifluoromethyl)-1H-imidazol-2-yl)benzyl)-7H-purin-8(9H)-imine ClC1=NC=C2NC(N(C2=N1)CC1=CC(=C(C=C1)C=1N(C=C(N1)C(F)(F)F)C)F)=N